2-(5-(4-cyanophenoxy)pyridin-2-yl)-2,2-difluoro-N-methoxy-N-methylacetamide C(#N)C1=CC=C(OC=2C=CC(=NC2)C(C(=O)N(C)OC)(F)F)C=C1